P.P.P.[Ru] Ruthenium Triphosphin